BrCC=1C=C(C=C2C(C=C(OC12)N1CCC(CC1)(C)C)=O)C 8-(bromomethyl)-2-(4,4-dimethyl-1-piperidyl)-6-methyl-chromen-4-one